4-METHYL-2-THIAZOLECARBOXALDEHYDE 3-OXIDE CC=1[N+](=C(SC1)C=O)[O-]